C(C=1C(C(=O)[O-])=CC=CC1)(=O)OC(C)C.C(C=1C(C(=O)[O-])=CC=CC1)(=O)OC(C)C diisopropyl bisphthalate